N-(2-hydroxyethyl)-oxazolidinone OCCN1C(OCC1)=O